CN(C1=CC2=C(C(=C3C([Si]2(C)C)=CC(C=C3)=[N+](C)C)C3=C(C(=O)[O-])C=CC(=C3)C(=O)ON3C(CCC3=O)=O)C=C1)C 2-(7-(dimethylamino)-3-(dimethyliminio)-5,5-dimethyl-3,5-dihydrodibenzo[b,e]silin-10-yl)-4-(((2,5-dioxopyrrolidin-1-yl)oxy)carbonyl)benzoate